C(N)(=S)NC(C(C)C)=O N-carbamothioyl-isobutyramide